BrC(C(=O)C1=CC(=C(C=C1)OC(C)C)[N+](=O)[O-])C 2-bromo-1-(4-isopropoxy-3-nitrophenyl)-propan-1-one